Bis(5-(azetidin-1-yl)-2-bromophenyl)diphenylsilane N1(CCC1)C=1C=CC(=C(C1)[Si](C1=CC=CC=C1)(C1=CC=CC=C1)C1=C(C=CC(=C1)N1CCC1)Br)Br